bis(9-fluorenylmethyl) 1,6-hexanedicarbamate C(CCCCCNC(=O)OCC1C2=CC=CC=C2C=2C=CC=CC12)NC(=O)OCC1C2=CC=CC=C2C=2C=CC=CC12